CC1=C(OC2=C(C1=O)C=C(C=C2[C@@H](C)NC2=C(C=CC=C2)C=2OC=NN2)C)C2=CC=CC=C2 3,6-dimethyl-8-[(1R)-1-[2-(1,3,4-oxadiazol-2-yl)anilino]ethyl]-2-phenyl-benzopyran-4-one